C1(=CC=CC=C1)N(C=1C=C2C3=C(N(C2=CC1)C)C(=NC(=C3)C=O)C)C3=CC=CC=C3 6-(diphenylamino)-1,9-dimethyl-9H-pyrido[3,4-b]indole-3-carbaldehyde